methyl 5'-[(2-methoxyethoxy) methoxy]-1',6-dimethyl-2'-oxo-[2,4'-bipyridine]-4-carboxylate COCCOCOC=1C(=CC(N(C1)C)=O)C1=NC(=CC(=C1)C(=O)OC)C